N-(1-(2,4-bis(trifluoromethyl)phenyl)-1H-pyrazol-4-yl)-5-(furan-2-yl)nicotinamide FC(C1=C(C=CC(=C1)C(F)(F)F)N1N=CC(=C1)NC(C1=CN=CC(=C1)C=1OC=CC1)=O)(F)F